C12(C(CCCC1)O2)CC[SiH](OCC)C epoxycyclohexylmethyl-dimethyl-(ethoxysilane)